ClCC(=O)NC1=C(C=CC(=C1)C)COCC(F)(F)F 2-chloro-N-(5-methyl-2-((2,2,2-trifluoroethoxy)methyl)phenyl)acetamide